C(C)(C)OC(=O)N1[C@H](CN(CC1)CC1=C(C(=CC(=C1)C)NC=1OC(=NN1)[C@H]1NCC[C@H]1O)C)C (2S)-4-[[3-[[5-[(2S,3R)-3-hydroxypyrrolidin-2-yl]-1,3,4-oxadiazol-2-yl]amino]-2,5-dimethyl-phenyl]methyl]-2-methyl-piperazine-1-carboxylic acid isopropyl ester